(2-(1H-pyrazol-1-yl)benzyl)-2-chloro-9-isopropyl-9H-purin-6-amine N1(N=CC=C1)C1=C(CC=2N(C3=NC(=NC(=C3N2)N)Cl)C(C)C)C=CC=C1